(2S)-3-[3-[5-[(2S)-2-Carboxy-2-[(3R)-pyrrolidin-3-yl]ethyl]-1-(2-phenylethyl)benzimidazol-2-yl]phenyl]-2-[(3R)-pyrrolidin-3-yl]propanoic acid C(=O)(O)[C@@H](CC1=CC2=C(N(C(=N2)C=2C=C(C=CC2)C[C@H](C(=O)O)[C@@H]2CNCC2)CCC2=CC=CC=C2)C=C1)[C@@H]1CNCC1